[Na+].P(=O)#C[N+](CCO)(C)C phosphorylcholine sodium salt